sulfonyl phosphoramidate P1(OS(=O)(=O)O1)(=O)N